3-bromo-5-methoxy-4-((2-methylphenyl)sulfonyl)benzaldehyde BrC=1C=C(C=O)C=C(C1S(=O)(=O)C1=C(C=CC=C1)C)OC